CN(C(=O)C1=CC=C(C=C1)C1=CC=C(C=C1)C(=O)NC1=CC=C(C=C1)C1=CC=C(C=C1)C(=O)NC1=CC=C(C2=CC=CC=C12)C(=O)O)C 4-{4'-[4'-(dimethylcarbamoyl)-[1,1'-biphenyl]-4-amido]-[1,1'-biphenyl]-4-amido}naphthalene-1-carboxylic acid